C(C)(=O)O[C@H]1[C@@H]([C@@H]2[C@H](O[C@@H]1COC(C)=O)O[C@@](O2)(C)OCCOCCNC(=O)OC(C)(C)C)OC(C)=O (2S,3aR,5R,6R,7S,7aR)-5-(acetoxymethyl)-2-(2-(2-((tert-butoxycarbonyl)amino)ethoxy)ethoxy)-2-methyltetrahydro-5H-[1,3]dioxolo[4,5-b]pyran-6,7-diyl diacetate